dimethylbicyclo[3.2.1]octan-2-ol CC1(C2(CCC(CC1)C2)C)O